2-[(3S)-2-(2,2-dimethylpropionyl)-1,2-oxazolidin-3-yl]benzonitrile CC(C(=O)N1OCC[C@H]1C1=C(C#N)C=CC=C1)(C)C